N1(C=NC=C1)CC1=CC=C(C=N1)C1=NOC(=N1)C(F)(F)F 3-[6-(imidazol-1-ylmethyl)-3-pyridyl]-5-(trifluoromethyl)-1,2,4-oxadiazole